9-(4-chloro-5-(4-phenoxyphenyl)-7H-pyrrolo[2,3-d]pyrimidin-7-yl)-3-azaspiro[5.5]undecane-3-carboxylic acid benzyl ester C(C1=CC=CC=C1)OC(=O)N1CCC2(CC1)CCC(CC2)N2C=C(C1=C2N=CN=C1Cl)C1=CC=C(C=C1)OC1=CC=CC=C1